BrC1=C(N=C(C=2N1N=CC2)N2CCC1(CC2)[C@@H](C=2C(=NC(=CC2)C)C1)NC(OC(C)(C)C)=O)C tert-butyl N-[(5S)-1'-(7-bromo-6-methyl-pyrazolo[1,5-a]pyrazin-4-yl)-2-methyl-spiro[5,7-dihydrocyclopenta[b]pyridine-6,4'-piperidine]-5-yl]carbamate